O(C1=CC=CC=C1)C1(CC=CC(=C1)OC1=CC=CC=C1)S(=O)(=O)NNC(=O)NN 1,5-diphenoxybenzenesulfonyl-carbohydrazide